CC1=NNC(=C1)C1=CC=C(C(=O)[C@H]2[C@@H](CCCC2)C(=O)NC=2C=NN3C2C(NCC3)=O)C=C1 (1R,2R)-2-[4-(3-methyl-1H-pyrazol-5-yl)benzoyl]-N-(4-oxo-4,5,6,7-tetrahydropyrazolo[1,5-a]pyrazin-3-yl)cyclohexanecarboxamide